rel-(S)-1-(2-(((4-(3-(3-(trifluoromethyl)phenyl)-1H-pyrrolo[3,2-b]pyridin-2-yl)pyridin-3-yl)oxy)methyl)azetidin-1-yl)prop-2-en-1-one FC(C=1C=C(C=CC1)C1=C(NC=2C1=NC=CC2)C2=C(C=NC=C2)OC[C@H]2N(CC2)C(C=C)=O)(F)F |o1:25|